(S)-N-(2-fluoro-5-(2-(((R)-1-hydroxypropan-2-yl)amino)-6-morpholinopyridin-4-yl)-4-methylphenyl)-3-(2,2,2-trifluoroethyl)pyrrolidine-1-carboxamide FC1=C(C=C(C(=C1)C)C1=CC(=NC(=C1)N1CCOCC1)N[C@@H](CO)C)NC(=O)N1C[C@@H](CC1)CC(F)(F)F